ClC1=CC(=C(S1)C=1N=C(C(=NC1)O[C@@H]1C[C@H](CCC1)C(=O)OC)C)CO methyl (1S,3S)-3-((5-(5-chloro-3-(hydroxymethyl)thiophen-2-yl)-3-methylpyrazin-2-yl)oxy)cyclohexane-1-carboxylate